CN(CCCC(=O)O)N=O 4-(methyl(nitroso)amino)butanoic acid